FC1=C(C=CC=C1)S(=O)(=O)N1CC(N(CC1)CC(=O)N[C@H](C(=O)N(C)C1=CC=C(C=C1)OC)CC1=CC=CC=C1)=O (S)-2-(2-(4-((2-fluorophenyl)sulfonyl)-2-oxopiperazin-1-yl)acetamido)-N-(4-methoxyphenyl)-N-methyl-3-phenylpropanamide